5-acrylamido-2-((4-chlorobenzyl)carbamoyl)benzoic acid C(C=C)(=O)NC=1C=CC(=C(C(=O)O)C1)C(NCC1=CC=C(C=C1)Cl)=O